C1(=CC=CC=C1)C(C(=O)OC)C1NCCCC1 methyl [2-phenyl-2-(2-piperidyl)acetate]